IC(CCCN1C(C=2C(C1=O)=CC=CC2)=O)C N-4-iodopentyl-phthalimide